COC1=CC=C(CN2C(N(C(C2)=O)C)=O)C=C1 1-(4-methoxybenzyl)-3-methylimidazoline-2,4-dione